N1C=CC2=CC=C(C=C12)NC(NC(CC(=O)N(C)C)C1=CC2=C(SCCN2CC2=CC=CC=C2)C=C1)=O 3-(3-(1H-indol-6-yl)ureido)-3-(4-benzyl-3,4-dihydro-2H-benzo[b][1,4]thiazin-6-yl)-N,N-dimethylpropanamide